5-(2-(7-(3-fluoro-4-(trifluoromethyl)phenoxy)-3,4-dihydroisoquinolin-2(1H)-yl)-2-oxoeth-yl)-3-methylthiazolidine-2,4-dione FC=1C=C(OC2=CC=C3CCN(CC3=C2)C(CC2C(N(C(S2)=O)C)=O)=O)C=CC1C(F)(F)F